1-(4-trifluoromethylphenylsulfonyl)bicyclo[1.1.0]butane FC(C1=CC=C(C=C1)S(=O)(=O)C12CC2C1)(F)F